C(C)N(C(\C=C\C1=CC=C(C=C1)C)=O)CCCSC (E)-N-ethyl-N-(3-methylsulfanylpropyl)-3-(p-tolyl)prop-2-enamide